C(C)C1(OC2=C(C(C1)=O)C=C(C=C2)C2=NOC(=N2)C=2C(=NC=CC2)C(F)(F)F)CC 2,2-diethyl-6-{5-[2-(trifluoromethyl)pyridin-3-yl]-1,2,4-oxadiazol-3-yl}-3,4-dihydro-2H-1-benzopyran-4-one